BrC=1C=C(C(=NC1)[C@H]1N([C@@H](CC2=C3C(=CC=C12)N(C(O3)=O)C(C3=CC=CC=C3)(C3=CC=CC=C3)C3=CC=CC=C3)C)CC(F)(F)F)OC (6S,8R)-6-(5-bromo-3-methoxypyridin-2-yl)-8-methyl-7-(2,2,2-trifluoroethyl)-3-trityl-6,7,8,9-tetrahydrooxazolo[5,4-f]isoquinolin-2(3H)-one